CC(C(=O)O)(C)C1(CC1)C 2-methyl-2-(1-methylcyclopropyl)propionic acid